3,6-dichloro-1-(3-((1-(5-fluoro-2-methoxy-pyridin-3-yl)-4-nitro-1H-pyrazol-3-yl)oxy)propyl)-1H-pyrazolo[3,4-d]pyrimidine ClC1=NN(C2=NC(=NC=C21)Cl)CCCOC2=NN(C=C2[N+](=O)[O-])C=2C(=NC=C(C2)F)OC